(3R)-8-cyclopropyl-4-[2-(2-fluorophenyl)sulfonyl-2-azaspiro[3.3]heptan-6-yl]-3-methyl-2,3-dihydropyrido[3,4-f][1,4]oxazepine C1(CC1)C1=CC2=C(CN([C@@H](CO2)C)C2CC3(CN(C3)S(=O)(=O)C3=C(C=CC=C3)F)C2)C=N1